N-[(1S)-5-[2-(2-aminopyridin-3-yl)-5-[2-(trimethylsilyl)ethynyl]imidazo[4,5-b]pyridin-3-yl]-2,3-dihydro-1H-inden-1-yl]-6-methylpyridine-3-carboxamide NC1=NC=CC=C1C1=NC=2C(=NC(=CC2)C#C[Si](C)(C)C)N1C=1C=C2CC[C@@H](C2=CC1)NC(=O)C=1C=NC(=CC1)C